2-methoxyoestradiol COC1C=C2C(=CC=1O)CC[C@@H]1[C@@H]2CC[C@]2(C)[C@@H](O)CC[C@@H]12